2-(4-(1,6,9-triphenyl-1H-phenanthro[9,10-d]imidazole-2-yl)phenyl)anthracene-9,10-dione C1(=CC=CC=C1)N1C(=NC2=C1C1=CC=C(C=C1C=1C=C(C=CC12)C1=CC=CC=C1)C1=CC=CC=C1)C1=CC=C(C=C1)C1=CC=2C(C3=CC=CC=C3C(C2C=C1)=O)=O